ClC1=C(C=C(C=C1C(F)(F)F)F)C=1CCCC2=C(C1C1=CC=C(C=C1)C=C1CN(C1)CCCF)C=CC=C2 8-(2-Chloro-5-fluoro-3-(trifluoromethyl)phenyl)-9-(4-((1-(3-fluoropropyl)azetidin-3-yliden)methyl)phenyl)-6,7-dihydro-5H-benzo[7]annulen